3-(imidazo[1,2-b]pyridazin-3-ylethynyl)-N-(3-(4-isopropyl-1H-imidazol-1-yl)-5-(trifluoromethyl)phenyl)-4-methylbenzamide N=1C=C(N2N=CC=CC21)C#CC=2C=C(C(=O)NC1=CC(=CC(=C1)C(F)(F)F)N1C=NC(=C1)C(C)C)C=CC2C